tert-butyl 4'-(((2-(2,6-dioxo-1-((2-(trimethylsilyl)ethoxy)methyl)piperidin-3-yl)-1,3-dioxoisoindolin-5-yl)amino)methyl)-[1,1'-biphenyl]-4-carboxylate O=C1N(C(CCC1N1C(C2=CC=C(C=C2C1=O)NCC1=CC=C(C=C1)C1=CC=C(C=C1)C(=O)OC(C)(C)C)=O)=O)COCC[Si](C)(C)C